C1(CCC1)OC1=NC=2N(C=C1C(=O)NC=1C(N(C=CC1)C1C(C1)F)=O)C=C(N2)[C@@]21CO[C@@](C2)(C1)CF cis-7-cyclobutoxy-N-(1-(2-fluorocyclopropyl)-2-oxo-1,2-dihydropyridin-3-yl)-2-(1-(fluoromethyl)-2-oxabicyclo[2.1.1]hex-4-yl)imidazo[1,2-a]pyrimidine-6-carboxamide